ClC=1C=C(C=NC1)OC1CCN(CC1)C(CNC(=O)C1=NNC(=C1)C1=CC=CC=C1)=O 5-Phenyl-1H-pyrazole-3-carboxylic acid {2-[4-(5-chloro-pyridin-3-yloxy)-piperidin-1-yl]-2-oxo-ethyl}-amide